2-BENZYL-1H-IMIDAZOLE-4-CARBALDEHYDE C(C1=CC=CC=C1)C=1NC=C(N1)C=O